4-(2-(N-(4-chlorobenzyl)-(2,3,4,5,6-pentafluorophenyl)sulfonamido)-N-(3,5-diisobutoxybenzyl)acetamido)-2-hydroxybenzoic acid ClC1=CC=C(CN(S(=O)(=O)C2=C(C(=C(C(=C2F)F)F)F)F)CC(=O)N(CC2=CC(=CC(=C2)OCC(C)C)OCC(C)C)C2=CC(=C(C(=O)O)C=C2)O)C=C1